N-(5-(2-hydroxypyridin-4-yl)-2-morpholinothiazolo[4,5-b]pyridin-6-yl)-2-(2-methylpyridin-4-yl)oxazole-4-carboxamide hydrochloride Cl.OC1=NC=CC(=C1)C1=C(C=C2C(=N1)N=C(S2)N2CCOCC2)NC(=O)C=2N=C(OC2)C2=CC(=NC=C2)C